C12CNCC(CC1)N2C2=NC=C(C=N2)C(O)C2=CC=C(C=C2)C2=CC1=C(N=CN=C1N1CCOCC1)N2 (2-(3,8-diazabicyclo[3.2.1]octan-8-yl)pyrimidin-5-yl)(4-(4-morpholino-7H-pyrrolo[2,3-d]pyrimidin-6-yl)phenyl)methanol